NC1=NC(=C2N=CN(C2=N1)CC1=CC(=C(C=C1)N)C)C1=NC=CC(=C1)C#N 2-[2-amino-9-[(4-amino-3-methyl-phenyl)methyl]purin-6-yl]pyridine-4-carbonitrile